3-(3-fluoro-6,7,8,9-tetrahydro-5H-benzocyclohepten-5-yloxy)-5-(1H-pyrazol-4-yl)-pyridin-2-ylamine FC1=CC2=C(CCCCC2OC=2C(=NC=C(C2)C=2C=NNC2)N)C=C1